Racemic-6-(4-chlorophenyl)-8-(pyridin-3-yl)-3-(3,3,3-trifluoro-2-hydroxypropyl)pyrido[3,4-d]pyrimidin-4(3H)-one ClC1=CC=C(C=C1)C1=CC2=C(N=CN(C2=O)C[C@H](C(F)(F)F)O)C(=N1)C=1C=NC=CC1 |r|